BrC=1C=C(C=CC1)C1(CC(C1)(C)OC)C1=NN=CN1C 3-(1-(3-bromophenyl)-3-methoxy-3-methylcyclobutyl)-4-methyl-4H-1,2,4-triazole